ClC1(CC1)C1(OC1)CC1=C(C=CC=C1)Cl 2-(1-chloro-cycloprop-1-yl)-2-(2'-chloro-benzyl)-oxirane